methyl 4-cyano-3-(1-cyano-2-methoxy-2-oxoethyl)benzoate C(#N)C1=C(C=C(C(=O)OC)C=C1)C(C(=O)OC)C#N